C(C)[C@@H]1N(C[C@H](N(C1)C(C)C=1C=NC(=NC1)N1CCOCC1)CC)C=1C2=C(N(C(N1)=O)C)C=CC(=N2)C#N 4-((2S,5R)-2,5-diethyl-4-(1-(2-morpholinopyrimidin-5-yl)ethyl)piperazin-1-yl)-1-methyl-2-oxo-1,2-dihydropyrido[3,2-d]pyrimidine-6-carbonitrile